CCCCCCOCCOCCOCCOCCOCCCCCCCC 7,10,13,16,19-pentaoxaheptacosane